C1(CCC1)OC=1C=C2C=CN(C2=CC1)C1=CC(=C(OCCCC(=O)O)C(=C1)F)F 4-[4-[5-(cyclobutoxy)indol-1-yl]-2,6-difluoro-phenoxy]butyric acid